3-(5-(8-(cyclohexylamino)oct-1-yn-1-yl)benzofuran-3-yl)piperidine-2,6-dione C1(CCCCC1)NCCCCCCC#CC=1C=CC2=C(C(=CO2)C2C(NC(CC2)=O)=O)C1